FC1=C(\C=N\NC(=O)C2=NC(=CN=C2)C2=CC=C(C=C2)OC)C=CC=C1 (E)-N'-(2-fluorobenzylidene)-6-(4-methoxyphenyl)pyrazine-2-carbohydrazide